C(C(O)C1=CC=CC=C1)(=O)[O-] DL-mandelate